dichloro[1,3-bis(2,4,6-trimethylphenyl)-2-imidazolidinylidene][(Tricyclohexyl-phosphoranylidene)methylene]Ruthenium (II) tetrafluoroborate F[B-](F)(F)F.Cl[Ru-4](=C=P(C1CCCCC1)(C1CCCCC1)C1CCCCC1)(=C1N(CCN1C1=C(C=C(C=C1C)C)C)C1=C(C=C(C=C1C)C)C)Cl